F[C@@H]1CN(CC[C@@H]1NC1=NN2C(C(=N1)OC)=C(C=C2)C=2C=CC1=C(N(N=N1)CCF)C2)C(CC)=O 1-((3R,4S)-3-fluoro-4-((5-(1-(2-fluoroethyl)-1H-benzo[d][1,2,3]triazol-6-yl)-4-methoxypyrrolo[2,1-f][1,2,4]triazin-2-yl)amino)piperidin-1-yl)propan-1-one